BrC1=CC=C(C=C1)C=1C(=NC2(N1)CCN(CC2)C2CCC2)SCC(=O)NC=2C=NC1=CC=CC=C1C2 2-((3-(4-bromophenyl)-8-cyclobutyl-1,4,8-triazaspiro[4.5]deca-1,3-dien-2-yl)thio)-N-(quinolin-3-yl)acetamide